dinonadecyl itaconate C(C(=C)CC(=O)OCCCCCCCCCCCCCCCCCCC)(=O)OCCCCCCCCCCCCCCCCCCC